tert-Butyl 3-(4-(3-(ethoxycarbonyl)cyclobutoxy)-7-(thiazol-2-yl)benzo[d]oxazol-2-yl)-3,6-diazabicyclo[3.1.1]heptane-6-carboxylate C(C)OC(=O)C1CC(C1)OC1=CC=C(C2=C1N=C(O2)N2CC1N(C(C2)C1)C(=O)OC(C)(C)C)C=1SC=CN1